carbon furfuryl ketone C(C1=CC=CO1)C(=O)CC1=CC=CO1.[C]